4-fluoro-2-(hydroxymethyl)oxolane-3-ol FC1C(C(OC1)CO)O